BrC1=C(C=C(OC[C@H](CC2CCN(CC2)CC(=O)OCC)C)C=C1)C ethyl 2-[4-[(2S)-3-(4-bromo-3-methyl-phenoxy)-2-methyl-propyl]-1-piperidyl]acetate